[3-bromo-5-(trifluoromethyl)phenyl]methanamine BrC=1C=C(C=C(C1)C(F)(F)F)CN